3-(2-chloro-5-fluorophenyl)-4-[(4-methoxyphenyl)methyl]-1-(2-nitrobenzenesulfonyl)-5-oxo-N-[3-(trifluoromethyl)cyclohexyl]piperazine-2-carboxamide ClC1=C(C=C(C=C1)F)C1C(N(CC(N1CC1=CC=C(C=C1)OC)=O)S(=O)(=O)C1=C(C=CC=C1)[N+](=O)[O-])C(=O)NC1CC(CCC1)C(F)(F)F